2-bromo-2-(4-chloro-2-methoxyphenyl)-1-(6-fluoro-1H-indol-3-yl)ethanone BrC(C(=O)C1=CNC2=CC(=CC=C12)F)C1=C(C=C(C=C1)Cl)OC